ethyl (R)-8-methyl-6-((1-(3-nitro-5-(trifluoromethyl)phenyl)ethyl)amino)-[1,2,4]triazolo[1',5':1,6]pyrido[2,3-d]pyrimidine-4-carboxylate CC1=NC(=C2C(=N1)N1C(C(=C2)C(=O)OCC)=NC=N1)N[C@H](C)C1=CC(=CC(=C1)C(F)(F)F)[N+](=O)[O-]